N[C@H](C(=O)NC)CC1=CC(=CC=C1)Br (S)-2-amino-3-(3-bromophenyl)-N-methylpropanamide